((3,4-dihydroquinazolin-2-ylthio)methyl)benzo[4,5]imidazo[2,1-b]thiazole hydrochloride Cl.N1=C(NCC2=CC=CC=C12)SCC1=CN2C(S1)=NC1=C2C=CC=C1